C(C)(C)(C)OC(=O)N1[C@@H]2\C(\[C@H]([C@H]([C@H]1C(=O)O)CC2)O)=C/C2CC2 (1s,3s,4s,5s,6e)-2-(tert-butoxycarbonyl)-6-(cyclopropylmethylene)-5-hydroxy-2-azabicyclo[2.2.2]octane-3-carboxylic acid